C(CCCCC)N(CCCCCC)CC N,N-dihexylethylamine